C1=CC(=CC=C1C(=O)NCCC(=O)O)N=NC2=CC(=C(C=C2)O)C(=O)O The molecule is a monohydroxybenzoic acid consisting of 5-aminosalicylic acid (mesalazine) linked to 4-aminobenzoyl-beta-alanine via an azo bond. It has a role as a prodrug, a non-steroidal anti-inflammatory drug, an anti-ulcer drug and a gastrointestinal drug. It is a conjugate acid of a balsalazide(2-).